(2R,5S)-2-(1-(4-bromophenyl)-3-(5-fluoropyridin-2-yl)-1H-pyrazol-4-yl)-5-methyl-3-(2-(2-oxo-2,3-dihydro-1H-benzo[d]imidazol-5-yl)ethyl)oxazolidin-4-one BrC1=CC=C(C=C1)N1N=C(C(=C1)[C@H]1O[C@H](C(N1CCC1=CC2=C(NC(N2)=O)C=C1)=O)C)C1=NC=C(C=C1)F